CC1=NC=CC(=N1)C1=CN=C(C2=CC(=C(C=C12)C(=O)N)OC(C)C)OC[C@H]1NC(CC1)=O 4-(2-methylpyrimidin-4-yl)-1-{[(2S)-5-oxopyrrolidin-2-yl]methoxy}-7-(propan-2-yloxy)isoquinoline-6-carboxamide